(R)-N-(benzo[b]thiophen-5-ylmethyl)-4-(2-(4-(trifluoromethyl)phenyl)-2H-pyrazolo[3,4-d]pyrimidin-4-yl)piperazine-2-carboxamide S1C2=C(C=C1)C=C(C=C2)CNC(=O)[C@@H]2NCCN(C2)C=2C=1C(N=CN2)=NN(C1)C1=CC=C(C=C1)C(F)(F)F